COC(C1=C(C=C(C=C1)Br)C1(CCC1)C#N)=O 4-bromo-2-(1-cyanocyclobutyl)benzoic acid methyl ester